FC1=C2C=CN(C2=C(C=C1)C(=O)NC1CC2(CC(C2)C(=O)O)C1)CC1=CC=C(C=C1)C1=CC(=NC=C1)C(NC)=O 6-(4-fluoro-1-(4-(2-(methylcarbamoyl)pyridin-4-yl)benzyl)-1H-indole-7-carboxamido)spiro[3.3]heptane-2-carboxylic acid